C(C)(CC)N1N=C(C(=C1C)O)CC 1-sec-butyl-3-ethyl-4-hydroxy-5-methyl-pyrazole